(R)-1-(2-(hydroxymethyl)-4-(8-((3-methyl-4-((1-methyl-1H-benzo[d][1,2,3]triazol-5-yl)oxy)phenyl)amino)pyrimido[5,4-d]pyrimidin-2-yl)piperazin-1-yl)prop-2-en-1-one OC[C@@H]1N(CCN(C1)C=1N=CC2=C(N1)C(=NC=N2)NC2=CC(=C(C=C2)OC2=CC1=C(N(N=N1)C)C=C2)C)C(C=C)=O